1-[4-[2-(dimethylamino)-1,1-difluoro-ethyl]phenyl]pyrazol-3-amine CN(CC(F)(F)C1=CC=C(C=C1)N1N=C(C=C1)N)C